N1=CC=C(C=C1)C1CNC1 3-(4-pyridyl)azetidin